NC=1C=CC(=NC1NC[C@H]1OCC1)C(=O)OC (S)-Methyl 5-amino-6-(((oxetan-2-yl)methyl)amino)picolinate